2-(trifluoromethyl)oxirane-2-carboxamide FC(C1(OC1)C(=O)N)(F)F